4-(2-hydroxypropan-2-yl)-3-(1H-benzimidazol-5-yl)benzamide OC(C)(C)C1=C(C=C(C(=O)N)C=C1)C1=CC2=C(NC=N2)C=C1